D-glucuronic acid n-butyl ester C(CCC)OC([C@H]([C@H]([C@@H]([C@H](C=O)O)O)O)O)=O